5-methoxy-1,3-dimethyl-7-(prop-1-en-2-yl)quinolin-2(1H)-one COC1=C2C=C(C(N(C2=CC(=C1)C(=C)C)C)=O)C